(4-(4-amino-7-(azetidin-3-yl)-7H-pyrrolo[2,3-d]pyrimidin-5-yl)phenyl)-2-oxo-1-phenyl-2,4,6,7-tetrahydro-1H-pyrazolo[5,1-c][1,4]oxazine-3-carboxamide NC=1C2=C(N=CN1)N(C=C2C2=CC=C(C=C2)C2OCCN1C2=C(C(N1C1=CC=CC=C1)=O)C(=O)N)C1CNC1